O1CCC(CC1)OC1=CC=C2CCN(CC2=C1)C(C=C)=O 1-(7-((tetrahydro-2H-pyran-4-yl)oxy)-3,4-dihydroisoquinolin-2(1H)-yl)prop-2-en-1-one